2,2',2''-((2S,5S,8S,11S)-2,5,8,11-tetrakis(4-aminobenzyl)-1,4,7,10-tetraazacyclododecane-1,4,7-triyl)triacetic acid NC1=CC=C(C[C@@H]2N(C[C@@H](NC[C@@H](N(C[C@@H](N(C2)CC(=O)O)CC2=CC=C(C=C2)N)CC(=O)O)CC2=CC=C(C=C2)N)CC2=CC=C(C=C2)N)CC(=O)O)C=C1